COC1=C(C=CC(=C1)OC)C1=NC(=CC2=C1NC1=CC=CC=C21)NC=2C(C(C1=CC=CC=C1C2)=O)=O ((1-(2,4-dimethoxyphenyl)-9H-pyrido[3,4-b]indol-3-yl)amino)naphthalene-1,2-dione